O=C1NC(CCC1N1C(C2=CC=C(C=C2C1=O)N1CCN(CC1)C(=O)C1=CC(=C(C(=O)O)C=C1)C)=O)=O 4-(4-(2-(2,6-dioxopiperidin-3-yl)-1,3-dioxoisoindolin-5-yl)piperazine-1-carbonyl)-2-methylbenzoic acid